ethyl 2-((2,4-difluorophenyl)amino)-4-(trifluoro-methyl)-benzoate FC1=C(C=CC(=C1)F)NC1=C(C(=O)OCC)C=CC(=C1)C(F)(F)F